methyl 3-(4-(3-amino-5-fluoro-4-methylphenyl)oxazol-2-yl)azetidine-1-carboxylate NC=1C=C(C=C(C1C)F)C=1N=C(OC1)C1CN(C1)C(=O)OC